NC=1OC2=C(N1)C(=CC=C2F)C2=C(C=C1C(=NC(=NC1=C2F)OCC21CCCN1CCC2)N2CCN(CC2)C(C=C)=O)C(F)(F)F 1-(4-(7-(2-amino-7-fluorobenzo[d]oxazol-4-yl)-8-fluoro-2-((tetrahydro-1H-pyrrolizin-7a(5H)-yl)methoxy)-6-(trifluoromethyl)quinazolin-4-yl)piperazin-1-yl)prop-2-en-1-one